ClC1=C(C=2N=C(NC(C2C(=N1)OCC[C@H]1CN(CCN1)C(=O)OC(C)(C)C)=O)SC)F tert-butyl (S)-3-(2-((7-chloro-8-fluoro-2-(methylthio)-4-oxo-3,4-dihydropyrido[4,3-d]pyrimidin-5-yl)oxy)ethyl)piperazine-1-carboxylate